10-ethoxyanthracene tert-Butyl-2-[3,5-dimethyl-4-(4,4,5,5-tetramethyl-1,3,2-dioxaborolan-2-yl)-1H-pyrazol-1-yl]propanoate C(C)(C)(C)OC(C(C)N1N=C(C(=C1C)B1OC(C(O1)(C)C)(C)C)C)=O.C(C)OC1=C2C=CC=CC2=CC2=CC=CC=C12